(R)-N-(4-(4-amino-5-(4-(3-methoxypiperidine-1-carbonyl)phenyl)-7-methyl-7H-pyrrolo[2,3-d]pyrimidin-6-yl)phenyl)methacrylamide NC=1C2=C(N=CN1)N(C(=C2C2=CC=C(C=C2)C(=O)N2C[C@@H](CCC2)OC)C2=CC=C(C=C2)NC(C(=C)C)=O)C